BrC1=CC=C(C=2N=COC21)Cl 7-bromo-4-chloro-1,3-benzoxazole